2-(1-methyl-1H-imidazol-2-yl)ethyl 3-[(5-chlorothiophene-2-carbonyl)amino]-N-{2-[(3R)-3-(dimethylamino)piperidin-1-yl]-4-methyl-1,3-thiazole-5-sulfonyl}-L-alaninate formate C(=O)O.ClC1=CC=C(S1)C(=O)NC[C@H](NS(=O)(=O)C1=C(N=C(S1)N1C[C@@H](CCC1)N(C)C)C)C(=O)OCCC=1N(C=CN1)C